tert-butyl 3'-[(3-amino-2-fluorophenyl)methyl]-7'-[(dimethylcarbamoyl)oxy]-2'-oxo-2',3'-dihydrospiro[azetidine-3,4'-[1,3]benzoxazine]-1-carboxylate NC=1C(=C(C=CC1)CN1C(OC2=C(C13CN(C3)C(=O)OC(C)(C)C)C=CC(=C2)OC(N(C)C)=O)=O)F